[Rb].ON(C(C(=O)O)(C)CC)O N,N-dihydroxyethyl-2-aminopropionic acid rubidium